N-[3-(diethoxymethylsilyl)propyl]-N',N'-dimethylguanidine C(C)OC(OCC)[SiH2]CCCNC(=N)N(C)C